CSC1=NN=C(S1)S 5-(Methylthio)-1,3,4-thiadiazole-2-thiol